IC(=O)[O-] iodoformate